2-chloro-8-[5-(1,3-dioxolan-2-yl)-2-methyl-3-thienyl]-5,8-dihydro-6H-pyrano[3,4-b]pyridine ClC1=CC=C2C(=N1)C(OCC2)C2=C(SC(=C2)C2OCCO2)C